N-(5-((6-((R)-3-(2-chloro-3-fluorophenyl)isoxazolidine-2-yl)pyrimidine-4-yl)amino)-2-(4-(4-cyclopropylpiperazine-1-yl)piperidine-1-yl)-4-methoxyphenyl)acrylamide ClC1=C(C=CC=C1F)[C@@H]1N(OCC1)C1=CC(=NC=N1)NC=1C(=CC(=C(C1)NC(C=C)=O)N1CCC(CC1)N1CCN(CC1)C1CC1)OC